(3-(1-phenylpropan-2-yl)-1,2,3-oxadiazol-3-ium-5-yl)((4-(trifluoromethyl)phenyl)carbamoyl)amide C1(=CC=CC=C1)CC(C)[N+]1=NOC(=C1)[N-]C(NC1=CC=C(C=C1)C(F)(F)F)=O